N-(2-fluoro-1-((2-(trimethylsilyl)ethoxy)methyl)-1H-pyrrolo[2,3-b]pyridin-4-yl)-1,1-diphenylmethylamine FC1=CC=2C(=NC=CC2NC(C2=CC=CC=C2)C2=CC=CC=C2)N1COCC[Si](C)(C)C